BrC1=C(C=CC(=C1)C)NC(=O)NC1=CC=C(C=C1)C=1N=C(SC1)C1=CC=C(C=C1)OCCCN1CCOCC1 1-(2-bromo-4-methylphenyl)-3-(4-(2-(4-(3-morpholinopropoxy)phenyl)thiazol-4-yl)phenyl)urea